(2R)-2-amino-3-(2,4-dichlorophenyl)-1-[3-(1H-imidazol-1-yl)azetidin-1-yl]propan-1-one N[C@@H](C(=O)N1CC(C1)N1C=NC=C1)CC1=C(C=C(C=C1)Cl)Cl